4-(((5'-chloro-2'-((1-((2-(2,6-dioxopiperidin-3-yl)-4-fluoro-1-oxoisoindoline-5-yl)methyl)piperidin-4-yl)amino)-[2,4'-bipyridyl]-6-yl)amino)methyl)tetrahydro-2H-pyran-4-carbonitrile ClC=1C(=CC(=NC1)NC1CCN(CC1)CC=1C(=C2CN(C(C2=CC1)=O)C1C(NC(CC1)=O)=O)F)C1=NC(=CC=C1)NCC1(CCOCC1)C#N